CC(C1=CC(=CC=C1)C(=C)C)(C)N=C=O (dimethyl-m-isopropenylbenzyl) isocyanate